[O-2].[Ti+4].[Cu+2].[O-2].[O-2] copper-titanium oxide